4'-Chloro-3'-nitro-[1,1'-biphenyl]-2-carboxylic acid ClC1=C(C=C(C=C1)C=1C(=CC=CC1)C(=O)O)[N+](=O)[O-]